N[C@@]1(CN(CC1)C1=C(C=NC(=C1C1=CC(=CC(=C1)F)F)C#N)C(=O)NC1CCOCC1)C 4-[(3S)-3-amino-3-methylpyrrolidin-1-yl]-6-cyano-5-(3,5-difluorophenyl)-N-(oxan-4-yl)pyridine-3-carboxamide